5,6,7,8-tetrahydro-1-naphthylamine C1(=CC=CC=2CCCCC12)N